OC1(C(NC2=C(C=CC=C12)C(F)(F)F)=O)C1CCC2(OCCO2)CC1 3-hydroxy-3-(1,4-dioxaspiro[4.5]decan-8-yl)-7-(trifluoromethyl)indolin-2-one